2-(3,5-difluoro-4-((4-(2-methylpyridin-3-yl)-1H-1,2,3-triazol-1-yl)methyl)phenyl)-5-(difluoromethyl)-1,3,4-oxadiazole FC=1C=C(C=C(C1CN1N=NC(=C1)C=1C(=NC=CC1)C)F)C=1OC(=NN1)C(F)F